BrC1=C(N=C(NC1=O)C1=C(N=CS1)C)C1CCOCC1 5-bromo-2-(4-methylthiazol-5-yl)-4-tetrahydropyran-4-yl-1H-pyrimidin-6-one